2-(4-((1-(5-Nitropyridin-2-yl)piperidin-4-yl)methoxy)piperidin-1-yl)acetic acid ethyl ester C(C)OC(CN1CCC(CC1)OCC1CCN(CC1)C1=NC=C(C=C1)[N+](=O)[O-])=O